N-[3-[5-[3-cis-(trifluoromethoxy)cyclobutyl]-1,3,4-oxadiazol-2-yl]-1-bicyclo[1.1.1]pentanoyl]-2-[3-cis-(trifluoromethoxy)cyclopentyloxy]acetamide FC(OC1(CCC1)C1=NN=C(O1)C12CC(C1)(C2)C(=O)NC(COC2(CCCC2)OC(F)(F)F)=O)(F)F